N-(4-bromopyridin-2-yl)-3-(4-methylpiperazin-1-yl)propanamide BrC1=CC(=NC=C1)NC(CCN1CCN(CC1)C)=O